tert-butyl 2-cyclopentyl-4-[7-(10-ethoxy-10-oxo-decoxy)quinazolin-4-yl]benzoate C1(CCCC1)C1=C(C(=O)OC(C)(C)C)C=CC(=C1)C1=NC=NC2=CC(=CC=C12)OCCCCCCCCCC(=O)OCC